ClC=1C=C(C=CC1)[C@@H]1C[C@@H](CC2=CC=CC=C12)N(C)C Cis-4-(3-chlorophenyl)-N,N-dimethyl-1,2,3,4-tetrahydronaphthalen-2-amine